2,3-dihydropyrimido[4,5]pyrimidine N=1CNC=C2C1C=NC=N2